10-(4-(dibenzo[b,d]thiophen-1-yl)-3,5,6-tris(3,6-diphenyl-9H-carbazol-9-yl)pyridin-2-yl)-10H-phenoxazine C1(=CC=CC=2SC3=C(C21)C=CC=C3)C3=C(C(=NC(=C3N3C2=CC=C(C=C2C=2C=C(C=CC32)C3=CC=CC=C3)C3=CC=CC=C3)N3C2=CC=C(C=C2C=2C=C(C=CC32)C3=CC=CC=C3)C3=CC=CC=C3)N3C2=CC=CC=C2OC=2C=CC=CC32)N3C2=CC=C(C=C2C=2C=C(C=CC32)C3=CC=CC=C3)C3=CC=CC=C3